((dimethyl-(4-ethylpiperazin-1-yl)silyl)methyl)lithium C[Si](N1CCN(CC1)CC)(C)C[Li]